COC=1C(=CC2=C(N=C(S2)NC(C(OC2=CC=C(C=C2)OC)C2=CC(=CC=C2)S(=O)(=O)C2=CC=C(C=C2)F)=O)C1)OC N-(5,6-Dimethoxy-benzothiazol-2-yl)-2-[3-(4-fluoro-benzenesulfonyl)-phenyl]-2-(4-methoxy-phenoxy)-acetamide